[Rh]Cl.C1=CCCC=CCC1 (1,5-cyclooctadiene) rhodium(I) chloride